C(C)NS(=O)(=O)C1=CC(=CC=C1)C1=CN(C(C2=CC=NC=C12)=O)C N-ethyl-3-(2-methyl-1-oxo-2,6-naphthyridin-4-yl)benzenesulfonamide